(S)-1-((2-(difluoromethyl)-6-(thieno[3,2-d]pyrimidin-4-yl)pyridin-3-yl)oxy)-2,4-dimethylpentan-2-amine FC(C1=NC(=CC=C1OC[C@](CC(C)C)(N)C)C=1C2=C(N=CN1)C=CS2)F